(3-Phenylpropyl)-4-(2-oxa-7-azaspiro[3.5]nonan-7-yl)-1H-benzo[d]imidazole-1-carboxamide C1(=CC=CC=C1)CCCC1=NC2=C(N1C(=O)N)C=CC=C2N2CCC1(COC1)CC2